2-methyl-6-morpholinomethyl-thioxanthone CC1=CC=2C(C3=CC=C(C=C3SC2C=C1)CN1CCOCC1)=O